O=C1NC(CCC1N1C(C2=CC=C(C=C2C1=O)OCCCN1CCC2(CN(C2)C2=NC=C(C=C2F)C=2C=CC=3C4=C(NC3C2)C=CN=C4)CC1)=O)=O 2-(2,6-dioxopiperidin-3-yl)-5-(3-(2-(3-fluoro-5-(5H-pyrido[4,3-b]indol-7-yl)pyridin-2-yl)-2,7-diazaspiro[3.5]nonan-7-yl)propoxy)isoindoline-1,3-dione